(3-methyl-1-phenethyloxy-but-1-en-2-yl)benzene CC(C(=COCCC1=CC=CC=C1)C1=CC=CC=C1)C